1,3-Selenazol-4-one [Se]1C=NC(C1)=O